COC(=O)[C@@H]1C[C@H](CCC1)OC=1C(=NC(=CC1)C=1N=NN(C1CNC(=O)NCC1=CC=CC=C1)C)C (1S,3S)-3-((6-(5-((3-benzylureido)methyl)-1-methyl-1H-1,2,3-triazol-4-yl)-2-methylpyridin-3-yl)oxy)cyclohexane-1-carboxylic acid methyl ester